C(C)OC(\C=C(/C)\C1=C2CCN=CC2=CC=C1)=O (E)-3-(3,4-Dihydroisoquinolin-5-yl)but-2-enoic acid ethyl ester